5-(2-acetamidoimidazo[1,2-b]pyridazin-6-yl)-N-(1-(1-(4-fluorophenyl)ethyl)-1H-pyrazol-4-yl)-2-methylnicotinamide C(C)(=O)NC=1N=C2N(N=C(C=C2)C=2C=NC(=C(C(=O)NC=3C=NN(C3)C(C)C3=CC=C(C=C3)F)C2)C)C1